diphenyl ketone C1(=CC=CC=C1)C(=O)C1=CC=CC=C1